COC=1C=C(C=CC1OC)C(=C1CCN(CC1)C(=O)OC(C)(C)C)C1=CC=NC=C1 tert-Butyl 4-[(3,4-dimethoxyphenyl)-(4-pyridyl)methylene]piperidine-1-carboxylate